dichloro-1,1'-biphenyl C1=CC=C(C=C1)C2=C(C(=CC=C2)Cl)Cl